(2S,3R)-N-(5-cyclopentyl-4-(4,6-dimethoxypyrimidin-5-yl)-4H-1,2,4-triazol-3-yl)-3-(5-methylpyrimidin-2-yl)butane-2-sulfonamide C1(CCCC1)C=1N(C(=NN1)NS(=O)(=O)[C@@H](C)[C@H](C)C1=NC=C(C=N1)C)C=1C(=NC=NC1OC)OC